ClC(C(=O)N1CCN(CC1)C(=O)OCC1=CC=CC=C1)C benzyl 4-(2-chloropropanoyl)piperazine-1-carboxylate